tert-Butyl (2-formyl-3-hydroxyphenyl)carbamate C(=O)C1=C(C=CC=C1O)NC(OC(C)(C)C)=O